(2S,5R)-N-{[(2S,4S)-4-Cyanomethyl-pyrrolidin-2-yl]methyloxy}-7-oxo-6-(sulfooxy)-1,6-diazabicyclo[3.2.1]octan-2-carboxamid C(#N)C[C@@H]1C[C@H](NC1)CONC(=O)[C@H]1N2C(N([C@H](CC1)C2)OS(=O)(=O)O)=O